(S)-4-(7-(6-amino-3-(trifluoromethyl)pyridin-2-yl)-6-chloroquinazolin-4-yl)-1-(2-fluoroacryloyl)piperazine-2-carbonitrile NC1=CC=C(C(=N1)C1=C(C=C2C(=NC=NC2=C1)N1C[C@H](N(CC1)C(C(=C)F)=O)C#N)Cl)C(F)(F)F